tert-butyl (R)-3-amino-3-(2,3-dichloro-6-fluorophenyl)pyrrolidine-1-carboxylate N[C@@]1(CN(CC1)C(=O)OC(C)(C)C)C1=C(C(=CC=C1F)Cl)Cl